NC=1C=NN(C1C#N)CCCl 4-amino-1-(2-chloroethyl)-1H-pyrazole-5-carbonitrile